tert-butyl (5-amino-6-((2-aminoethyl)amino)hexyl)carbamate NC(CCCCNC(OC(C)(C)C)=O)CNCCN